C(C)(C)(C)OC(C1=CC=C(C=C1)NC(=N)C1=CC=C(C=C1)C#N)=O.FC=1C=2N(C=CC1)C(=CN2)C(C)=O 1-(8-fluoroimidazo[1,2-a]pyridin-3-yl)ethan-1-one tert-Butyl-4-(4-cyanobenzeneimidamido)benzoate